2-methyl-6-[2-(piperidin-4-yl)-1,3-benzothiazol-6-yl]imidazo[1,2-a]pyrazine CC=1N=C2N(C=C(N=C2)C2=CC3=C(N=C(S3)C3CCNCC3)C=C2)C1